C(C1CO1)OC(C)[Si](OCC)(OCC)OCC α-glycidoxyethyl-triethoxysilane